COC=1C=C2C(=NN(C2=CC1)C1OCCCC1)CCN1CCCC1 5-methoxy-3-(2-(pyrrolidin-1-yl)ethyl)-1-(tetrahydro-2H-pyran-2-yl)-1H-indazole